methyl (1S,2S)-2-(bis(4-methoxybenzyl)amino)cyclopentane-1-carboxylate COC1=CC=C(CN([C@@H]2[C@H](CCC2)C(=O)OC)CC2=CC=C(C=C2)OC)C=C1